OCCOC1=CC=C(C=C1)C1(C=2CCCCC2C(C2=CC=CC=C12)(C1=CC=CC=C1)C1=CC=CC=C1)C1=CC=C(C=C1)OCCO 10,10-bis-(4-hydroxyethoxyphenyl)-9,9-bisphenyltetrahydroanthracene